C(C1=CC=CC=C1)N(C=O)[C@H](C(C(=O)OC)=O)CC=1N=CN(C1)C(C1=CC=CC=C1)(C1=CC=CC=C1)C1=CC=CC=C1 Methyl (3S)-3-(N-benzylformamido)-2-oxo-4-[1-(triphenylmethyl)-1H-imidazol-4-yl]butanoate